3-Butyl-7-(dimethylamino)-2-(4-methoxybenzyl)-3-methyl-1,1-dioxido-5-phenyl-2,3,4,5-tetrahydro-1,2,5-benzothiadiazepin-8-yl trifluoromethanesulfonate FC(S(=O)(=O)OC1=CC2=C(N(CC(N(S2(=O)=O)CC2=CC=C(C=C2)OC)(C)CCCC)C2=CC=CC=C2)C=C1N(C)C)(F)F